4-(2,6-difluorobenzyl)-2-(4-((5-iodo-4-methyl-1H-imidazol-1-yl)methyl)phenyl)-2,4-dihydro-3H-1,2,4-triazol-3-one FC1=C(CN2C(N(N=C2)C2=CC=C(C=C2)CN2C=NC(=C2I)C)=O)C(=CC=C1)F